NC=1SN=C2C1C=C(C=C2)[N+](=O)[O-] 3-amino-5-nitro-2,1-benzisothiazole